ClC1=CC=C(OC2=CC=C(C=C2)C2=NC=3N(C(NC(C3N2C)=O)=O)CC(C(F)(F)F)O)C=C1 8-(4-(4-chlorophenoxy)phenyl)-7-methyl-3-(3,3,3-trifluoro-2-hydroxypropyl)-3,7-dihydro-1H-purine-2,6-dione